N-n-butylbenzisothiazolinone C(CCC)N1S(C2=C(C1)C=CC=C2)=O